ClC1=C(C=C(C=C1)F)C1=CC=C(N=N1)NC1C[C@@H]2[C@@H](CN(C2)CC=2C=NC=CC2)C1 (3aR,5s,6aS)-N-[6-(2-chloro-5-fluoro-phenyl)pyridazin-3-yl]-2-(3-pyridylmethyl)-3,3a,4,5,6,6a-hexahydro-1H-cyclopenta[c]pyrrol-5-amine